1-(3-iodobenzyl)-4-methoxypyridin-2(1H)-one IC=1C=C(CN2C(C=C(C=C2)OC)=O)C=CC1